ethyl 4-(4-(6,7-dimethoxy-3-((4-methoxyphenyl)sulfonyl)quinolin-4-yl)piperazin-1-yl)benzoate COC=1C=C2C(=C(C=NC2=CC1OC)S(=O)(=O)C1=CC=C(C=C1)OC)N1CCN(CC1)C1=CC=C(C(=O)OCC)C=C1